4-((S)-2-(5-(1-N-(2-methoxy-2-oxoethyl)-1H-indol-3-yl)oxazol-2-ylamino)-2-(2-methylthiazol-4-yl)ethyl)phenyl-sulfamic acid COC(CN1C=C(C2=CC=CC=C12)C1=CN=C(O1)N[C@@H](CC1=CC=C(C=C1)NS(O)(=O)=O)C=1N=C(SC1)C)=O